C(C=C)(=O)NC1=CC=CC(=N1)C#CCN(C(=O)[C@H]1N(CCC1)C1=NC(=CC(=C1C#N)C(F)(F)F)C)C1=CC=C(C=C1)F (S)-N-(3-(6-acrylamidopyridin-2-yl)prop-2-yn-1-yl)-1-(3-cyano-6-methyl-4-(trifluoromethyl)pyridin-2-yl)-N-(4-fluorophenyl)pyrrolidine-2-carboxamide